FC1([C@H](C1)C(=O)NC1=NC=C2C=C(C(N(C2=C1)C)=O)C=1C=NC(=CC1C)\C(\CC)=N/O)F (R,Z)-2,2-difluoro-N-(3-(6-(1-(hydroxyimino)propyl)-4-methylpyridin-3-yl)-1-methyl-2-oxo-1,2-dihydro-1,6-naphthyridin-7-yl)cyclopropane-1-carboxamide